(2H3)methyl(triphenyl)phosphonium iodide [I-].C([2H])([2H])([2H])[P+](C1=CC=CC=C1)(C1=CC=CC=C1)C1=CC=CC=C1